2-phenyl-2-(4-(trifluoromethyl)pyridin-2-yl)acetonitrile C1(=CC=CC=C1)C(C#N)C1=NC=CC(=C1)C(F)(F)F